[6-(trifluoromethyl)-3-pyridinyl]-2-azaspiro[3.5]nonan-7-amine FC(C1=CC=C(C=N1)C1NCC12CCC(CC2)N)(F)F